C([C@@H](C(=O)O)NC(=O)CN)C(=O)N The molecule is a dipeptide formed from glycine and L-asparagine residues. It has a role as a metabolite. It is a tautomer of a Gly-Asn zwitterion.